(trityl)-histidine C(C1=CC=CC=C1)(C1=CC=CC=C1)(C1=CC=CC=C1)N[C@@H](CC1=CNC=N1)C(=O)O